Methyl (S)-5-(4-amino-2-(isobutoxysulfonyl)benzamido)-2-(4-(N-((2,4-diaminopteridin-6-yl) methyl)formamido)benzamido)pentanoate NC1=CC(=C(C(=O)NCCC[C@@H](C(=O)OC)NC(C2=CC=C(C=C2)N(C=O)CC=2N=C3C(=NC(=NC3=NC2)N)N)=O)C=C1)S(=O)(=O)OCC(C)C